3-(6-chloro-7-iodo-3-oxo-3,4-dihydroquinoxalin-2-yl)benzoic acid methyl ester COC(C1=CC(=CC=C1)C1=NC2=CC(=C(C=C2NC1=O)Cl)I)=O